ClC=1C=C(C=C(C1OC1=NNC(C(=C1)C(C)C[2H])=O)Cl)N1N=C(C(NC1=O)=O)C(=O)O 2-(3,5-Dichloro-4-((6-oxo-5-(propan-2-yl-d)-1,6-dihydropyridazin-3-yl)oxy)phenyl)-3,5-dioxo-2,3,4,5-tetrahydro-1,2,4-triazine-6-carboxylic acid